CC=1N=C(C2=C(N1)C=NC(=C2)N2CCN(CC2)C)N[C@H](C)C2=CC(=CC=C2)C(F)(F)F 2-methyl-6-(4-methylpiperazin-1-yl)-N-{(1R)-1-[3-(trifluoromethyl)phenyl]ethyl}pyrido[3,4-d]pyrimidin-4-amine